F[C@@H]1[C@@H](C[C@]2(CC[C@@H]1N2)C)N(C=2N=CC(=NC2)C2=C(C=C(C=C2)C=2C=NNC2)O)C 2-(5-(((1R,3R,4S,5S)-4-fluoro-1-methyl-8-azabicyclo[3.2.1]octan-3-yl)(methyl)amino)pyrazin-2-yl)-5-(1H-pyrazol-4-yl)phenol